3,3''-dihydroxy-2',5'-dimethoxy-[1,1':4',1''-terphenyl]-4,4''-dicarboxylic acid diethyl ester C(C)OC(=O)C1=C(C=C(C=C1)C1=C(C=C(C(=C1)OC)C1=CC(=C(C=C1)C(=O)OCC)O)OC)O